CN1C2=C(C3=C1C(N(N=C3)CC3=CC=CC(=N3)NC(OC(C)(C)C)=O)=O)SC(=N2)CC2=NN(C=C2)COCC[Si](C)(C)C tert-Butyl (6-((4-methyl-5-oxo-2-((1-((2-(trimethylsilyl)ethoxy)methyl)-1H-pyrazol-3-yl)methyl)-4H-thiazolo[5',4':4,5]pyrrolo[2,3-d]pyridazin-6(5H)-yl)methyl)pyridin-2-yl)carbamate